2-phenyl-7-(3-(piperazin-1-yl)-1H-1,2,4-triazol-5-yl)-2,7-diazaspiro[4.4]nonane C1(=CC=CC=C1)N1CC2(CC1)CN(CC2)C2=NC(=NN2)N2CCNCC2